(3-(2-(dimethylamino)ethyl)-1H-indol-4-yl)hexanedioic acid tert-butyl ester C(C)(C)(C)OC(C(CCCC(=O)O)C1=C2C(=CNC2=CC=C1)CCN(C)C)=O